2-(2,3-dihydro-1H-inden-2-yl)-N-((1R,2R)-1-hydroxy-1-(2-methoxypyridin-4-yl)-3-(pyrrolidin-1-yl)propan-2-yl)acetamide C1C(CC2=CC=CC=C12)CC(=O)N[C@@H]([C@@H](C1=CC(=NC=C1)OC)O)CN1CCCC1